1-methyl-3-(trifluoromethoxy)-1H-pyrazole-5-carboxylic acid CN1N=C(C=C1C(=O)O)OC(F)(F)F